3-(5-(4-((1-(4-(4-amino-3-(4-phenoxyphenyl)-1H-pyrazolo[3,4-d]pyrimidin-1-yl)piperidine-1-carbonyl)piperidin-4-yl)methyl)piperidin-1-yl)-1-oxoisoindolin-2-yl)piperidine-2,6-dione NC1=C2C(=NC=N1)N(N=C2C2=CC=C(C=C2)OC2=CC=CC=C2)C2CCN(CC2)C(=O)N2CCC(CC2)CC2CCN(CC2)C=2C=C1CN(C(C1=CC2)=O)C2C(NC(CC2)=O)=O